6,8-difluoro-7-hydroxy-4-methylcoumarin phosphate P(=O)(O)(O)O.FC=1C=C2C(=CC(OC2=C(C1O)F)=O)C